2-(1,3-Diethoxy-1,3-dioxopropan-2-yl)-5-methoxy-4-(methoxy-d3)benzoic acid C(C)OC(C(C(=O)OCC)C1=C(C(=O)O)C=C(C(=C1)OC([2H])([2H])[2H])OC)=O